tert-butyl (4S)-5-amino-4-[[2-benzyloxy-6-bromo-4-(2-methoxyethoxy)-phenyl]methylamino]-5-oxo-pentanoate NC([C@H](CCC(=O)OC(C)(C)C)NCC1=C(C=C(C=C1Br)OCCOC)OCC1=CC=CC=C1)=O